BrC=1C=C(C=NC1)C1(CC1)C(N)=N 1-(5-bromopyridin-3-yl)cyclopropanecarboximidamide